C1(CC1)C(C)(C)NC1=NC(=NC=C1C(=O)N)NC12CCC(CC1)(C2)O 4-(2-cyclopropylpropan-2-ylamino)-2-(4-hydroxybicyclo[2.2.1]heptan-1-ylamino)pyrimidine-5-carboxamide